NC1=C(C(N(C2=CC(=CC=C12)C)C1=CC=CC=C1)=O)C#N 4-Amino-7-methyl-2-oxo-1-phenyl-1,2-dihydroquinoline-3-carbonitrile